BrC1=CC(=C(C=C1)[C@H](CCCC)O)C1=NN=NN1 (S)-1-(4-Bromo-2-(1H-tetrazol-5-yl)phenyl)pentan-1-ol